L-3-benzyloxyphenyl-magnesium bromide C(C1=CC=CC=C1)OC=1C=C(C=CC1)[Mg]Br